methyl 7-fluoro-4-(4-methoxy-3-pyridyl)-6-[(3R)-1-(3-pyrazol-1-ylpropanoyl)-3-piperidyl]-1H-indole-2-carboxylate FC=1C(=CC(=C2C=C(NC12)C(=O)OC)C=1C=NC=CC1OC)[C@@H]1CN(CCC1)C(CCN1N=CC=C1)=O